((tert-butoxycarbonyl)amino)glycine C(C)(C)(C)OC(=O)NNCC(=O)O